C(C1=CC=CC=C1)O[C@@H]1[C@H]([C@@H](O[C@@H]2[C@@H](O)[C@@H](O)[C@H](O)[C@H](O2)CO)O[C@@H]([C@H]1O)CO)N=[N+]=[N-] alpha-D-mannopyranosyl-(1→4) 3-O-benzyl-2-azido-2-deoxy-alpha-D-glucopyranoside